(biphenyl-4-yl)-{4-(naphthalen-1-yl)-{(1,1':2',1''-terphenyl)-4-yl}-9,9-dimethylfluoren-2-yl}amine C1(=CC=C(C=C1)NC1=C(C=2C(C3=CC=CC=C3C2C(=C1)C1=CC=CC2=CC=CC=C12)(C)C)C1=CC=C(C=C1)C=1C(=CC=CC1)C1=CC=CC=C1)C1=CC=CC=C1